CN(CCOC=1C=C(C=CC1)[C@@H]1NC[C@H](N(C1)C(C(C)C)=O)C)C 1-((2R,5S)-5-(3-(2-(dimethylamino)ethoxy)phenyl)-2-methylpiperazin-1-yl)-2-methylpropan-1-one